3,4-diphenyl-1H-pyrazol-5-amine C1(=CC=CC=C1)C1=NNC(=C1C1=CC=CC=C1)N